N'-(4-((4-(dimethylamino)phenyl)amino)-2,5-dimethylphenyl)-N-ethyl-N-methylformimidamide CN(C1=CC=C(C=C1)NC1=CC(=C(C=C1C)N=CN(C)CC)C)C